7-methyl-5-(oxetan-3-yl)pyrrolo[2,3-d]pyrimidin-4-amine CN1C=C(C2=C1N=CN=C2N)C2COC2